[N-](S(=O)(=O)C(F)(F)F)S(=O)(=O)C(F)(F)F.C(C=C)[N+](C)(C)CC=C diallyldimethyl-ammonium-bis(trifluoromethanesulfonyl)imide